[N+](=O)([O-])C1=CC=C(OC(=O)O[C@H]2[C@H](OC(C)=O)[C@@H](OC(C)=O)[C@H](OC(C)=O)[C@H](O2)COC(C)=O)C=C1 1-O-(4-nitrophenoxycarbonyl)-2,3,4,6-tetra-O-acetyl-beta-D-glucopyranose